3-bromo-N-[2-bromo-4-chloro-6-[[(1-cyclopropylethyl)amino]carbonyl]phenyl]-1-(3-chloro-2-pyridyl)-1H-pyrazole-5-carboxamide BrC1=NN(C(=C1)C(=O)NC1=C(C=C(C=C1C(=O)NC(C)C1CC1)Cl)Br)C1=NC=CC=C1Cl